pyrido[4,3-b][1,4]oxazin-3(4H)-one O1C2=C(NC(C1)=O)C=NC=C2